O=C1NC(CCC1C1=NN(C2=CC(=CC=C12)N1CCC(CC1)CC1CCN(CC1)C(=O)OC(C)(C)C)C)=O tert-butyl 4-((1-(3-(2,6-dioxopiperidin-3-yl)-1-methyl-1H-indazol-6-yl)piperidin-4-yl)methyl)piperidine-1-carboxylate